C(C)OC(CC=1C=C2C=C(C=NC2=CC1)C(F)(F)F)=O (3-(trifluoromethyl)quinolin-6-yl)acetic acid ethyl ester